1-(2-methylphenyl)-2-thiocyano-1-ethanol CC1=C(C=CC=C1)C(CSC#N)O